(4-(4,6-di(naphthalen-2-yl)-1,3,5-Triazin-2-yl)phenyl)boronic acid C1=C(C=CC2=CC=CC=C12)C1=NC(=NC(=N1)C1=CC2=CC=CC=C2C=C1)C1=CC=C(C=C1)B(O)O